tert-butyl ((1R,3R)-3-aminocyclopentyl-3-d)carbamate N[C@]1(C[C@@H](CC1)NC(OC(C)(C)C)=O)[2H]